(11Z,14Z)-icosa-11,14-dien-1-yloxyl-N,N-dimethyl-3-(octyloxy)propan-2-amine C(CCCCCCCCC\C=C/C\C=C/CCCCC)OCC(COCCCCCCCC)N(C)C